O1C(=NC2=C1C=CC=C2)C2=CC=C(C=C2)N(C2=CC=C(C=C2)C2=CC=C(C=C2)C2=CC1=C(N=C(O1)C1=CC3=CC=CC=C3C=C1)C=C2)C2=CC=CC=C2 N-(4-benzoxazol-2-yl-phenyl)-N-phenyl-N-{4'-(2-naphthalen-2-yl-benzoxazol-6-yl)-[1,1']biphenyl-4-yl}-amine